NC1=C2C(=NC=N1)N(N=C2C2=CC=C(C=C2)OC2=CC=C(C=C2)OC)C2CCN(CC2)C2CCN(CC2)C2CN(C2)C=2C=C1C(N(C(C1=CC2)=O)C2C(NC(CC2)=O)=O)=O 5-(3-(4-(4-amino-3-(4-(4-methoxyphenoxy)phenyl)-1H-pyrazolo[3,4-d]pyrimidin-1-yl)-[1,4'-bipiperidin]-1'-yl)azetidin-1-yl)-2-(2,6-dioxopiperidin-3-yl)isoindoline-1,3-dione